ClC1=CC=C(C=C1)CCC1(CO1)C(C)(C)C 2-[2-(4-chlorophenyl)ethyl]-2-(1,1-dimethylethyl) ethylene oxide